ClC(C(=O)N)(F)Cl 2,2-dichloro-2-fluoroacetamide